C(C)(=O)O[C@H]1[C@H](OC2=CC(=C3C(C=C(OC3=C2)C2=CC=C(C=C2)OC)=O)O)O[C@@H]([C@H]([C@H]1O)O)CO 5-Hydroxy-2-(4-methoxyphenyl)-4-oxo-4H-chromen-7-yl 2-O-acetyl-beta-D-allopyranoside